ClC=1C=C(C(=O)O)C=C(C1)C(F)(F)Br 3-chloro-5-(bromodifluoromethyl)benzoic acid